NC1=NC(=C(C=2C1=NN(C2)CC2=NC=CC=C2)C2=C(N=CO2)C)C=2C=C(C#N)C=CC2 3-(7-amino-4-(4-methyl-oxazol-5-yl)-2-(pyridin-2-ylmethyl)-2H-pyrazolo[3,4-c]pyridin-5-yl)benzonitrile